NC1=C(C(NC2=C(C=CC=C12)C1=C(C=CC(=C1)OCC1=NC=C(C=C1)OC)F)=O)C(=O)NCCC 4-Amino-8-[2-fluoro-5-[(5-methoxy-2-pyridyl)methoxy]phenyl]-2-oxo-N-propyl-1H-quinoline-3-carboxamide